N1N=CC(=C1)CNC(NC1=CC=C(C(=O)OCC)C=C1)=O Ethyl 4-(3-((1H-pyrazol-4-yl)methyl)ureido)benzoate